N-[5-[2-cyano-5-[(1-hydroxycyclobutyl)methoxy]-4-pyridyl]pyrazolo[1,5-a]pyridin-2-yl]cyclopropanecarboxamide C(#N)C1=NC=C(C(=C1)C1=CC=2N(C=C1)N=C(C2)NC(=O)C2CC2)OCC2(CCC2)O